2-(2-naphthyl)-6-(1-naphthylmethyl)phenol C1=C(C=CC2=CC=CC=C12)C1=C(C(=CC=C1)CC1=CC=CC2=CC=CC=C12)O